[Cl-].N=1N=C[N+]C1 [1,2,4]Triazole-4-ylium chloride